C(C1=CC=CC=C1)N1CCC2(C(C2)CNC=2N=NC(=CC2)C=2C(=NN(C2)C)C)CC1 N-[(6-benzyl-6-azaspiro[2.5]octan-2-yl)methyl]-6-(1,3-dimethylpyrazol-4-yl)pyridazin-3-amine